O1C(=CC=C1)C=CC(=O)C1=CC=C(C=C1)O 3-Furan-2-yl-1-(4-hydroxyphenyl)prop-2-en-1-one